C1(=C(C=CC=C1)CC=1C(=C(C=CC1)O)CC1=C(C=CC=C1)C1=CC=CC=C1)C1=CC=CC=C1 di((biphenylyl)methyl)phenol